C1(=CC=CC=C1)OC(NC[C@@H]1OC2=C(C1)C1=C(N=C(S1)C1=C3N=CC(=NC3=CC(=C1)C)OC)C=C2F)=O (R)-((5-fluoro-2-(2-methoxy-7-methylquinoxalin-5-yl)-7,8-dihydrobenzofuro[5,4-d]thiazol-7-yl)methyl)carbamic acid phenyl ester